ClC=1C=C(C=CC1)[C@@H]1[C@H](C1)C(=O)O |r| rac-(1S*,2S*)-2-(3-chlorophenyl)cyclopropane-1-carboxylic acid